N-(1-(6-(3-fluorophenyl)-2-methyl-2H-indazol-3-yl)azetidin-3-yl)acrylamide FC=1C=C(C=CC1)C=1C=CC2=C(N(N=C2C1)C)N1CC(C1)NC(C=C)=O